C(C)(C)N1N=CC2=CC(=CC=C12)C1=CN(C2=NC=C(C(=C21)N[C@H]2C[C@@H](CC2)NC(=O)OC)C(=O)OC)S(=O)(=O)C2=CC=CC=C2 methyl 3-(1-isopropyl-1H-indazol-5-yl)-4-(((1R,3R)-3-((methoxycarbonyl)amino)cyclopentyl)amino)-1-(phenylsulfonyl)-1H-pyrrolo[2,3-b]pyridine-5-carboxylate